Methyl (1R,2R,3S,4S)-3-((tert-butoxycarbonyl)amino)bicyclo[2.2.1]hept-5-ene-2-carboxylate C(C)(C)(C)OC(=O)N[C@@H]1[C@@H]([C@H]2C=C[C@@H]1C2)C(=O)OC